[C@H]12N(C[C@H](NC1)C2)C2=NC(=C1C(=N2)N(N=C1)C1=C(C=C(C=C1)F)F)O 6-[(1R,4R)-2,5-diazabicyclo[2.2.1]heptan-2-yl]-1-(2,4-difluorophenyl)pyrazolo[3,4-d]pyrimidin-4-ol